C1(=C(C=C(C=C1)B1OC(C(O1)(C)C)(C)C)B1OC(C(O1)(C)C)(C)C)B1OC(C(O1)(C)C)(C)C 2,2',2''-(benzene-1,2,4-triyl)tris(4,4,5,5-tetramethyl-1,3,2-dioxaborolane)